5-methyl-2-(4-methylpiperidin-4-yl)benzonitrile CC=1C=CC(=C(C#N)C1)C1(CCNCC1)C